FC=1C=C(C=CC1)C=1C(=NN(C1C(=O)O)C=1SC(=C(N1)C1=CC=C(C=C1)C(F)(F)F)COC)C 4-(3-fluorophenyl)-1-(5-(methoxymethyl)-4-(4-(trifluoromethyl)phenyl)thiazol-2-yl)-3-methyl-1H-pyrazole-5-carboxylic acid